NC=1NC=CN1 2-amino-1H-imidazol